1-methyl-5,6-dihydro-1H-pyrazolo[3,4-c]pyridin-7(4H)-one CN1N=CC2=C1C(NCC2)=O